OC1CC([C@]2(C)[C@@H]1[C@@H]1CCC3=CC(C4C([C@]3(C)[C@H]1CC2)O4)=O)O 15,17-dihydroxy-1,2-epoxyandrost-4-en-3-one